(R)-β-amino-5-hexynoic acid N[C@@H](CC(=O)O)CC#C